1-((1R,6S)-2,2,6-trimethylcyclohexyl)hexan-3-yl 4-hydroxybenzoate OC1=CC=C(C(=O)OC(CC[C@H]2C(CCC[C@@H]2C)(C)C)CCC)C=C1